(3R,8S)-N-(3-chloro-4-fluorophenyl)-3,8,10-trimethyl-11-oxo-3,4,8,9,10,11-hexahydro-1H-pyrido[4',3':3,4]Pyrazolo[1,5-a][1,4]Diazepine-2(7H)-amide ClC=1C=C(C=CC1F)NC(=O)N1CC=2C(=NN3C2C(N(C[C@@H](C3)C)C)=O)C[C@H]1C